1-(6-chloropyridin-3-yl)piperidin-3-amine trifluoroacetate FC(C(=O)O)(F)F.ClC1=CC=C(C=N1)N1CC(CCC1)N